FCCCN1CC(C1)NC1=NC=CC(=C1)OC N-(1-(3-fluoropropyl)azetidin-3-yl)-4-methoxypyridin-2-amine